(S)-8-(5-((2-amino-3-chloropyridin-4-yl)thio)pyrazin-2-yl)-2-cyclopropyl-8-azaspiro[4.5]dec-2-en-1-amine NC1=NC=CC(=C1Cl)SC=1N=CC(=NC1)N1CCC2(CC=C([C@H]2N)C2CC2)CC1